N-[1-(methylsulfonyl)azetidin-3-yl]carboxamide CS(=O)(=O)N1CC(C1)NC=O